NC1=C(C=C(C=C1)S(=O)(=O)C1CC2(C1)CCN(CC2)C(=O)OC(C)(C)C)C tert-butyl 2-(4-amino-3-methyl-phenyl)sulfonyl-7-azaspiro[3.5]nonane-7-carboxylate